2,5-di-tertiary butyl-p-methylphenol C(C)(C)(C)C1=C(C=C(C(=C1)C)C(C)(C)C)O